(R)-N-methoxy-N-methyl-4-(1-methyl-1H-pyrazol-5-yl)-2-(3-methyl-morpholino)pyrrolo[1,2-a]pyrimidine-8-carboxamide CON(C(=O)C=1C=CN2C1N=C(C=C2C2=CC=NN2C)N2[C@@H](COCC2)C)C